3-methacryloxyoctyl-methyl-diethoxysilane C(C(=C)C)(=O)OC(CC[Si](OCC)(OCC)C)CCCCC